C(C)(=O)N1CC=2N(CC1)C(=NC2C=2C=CC=C1C=C(N=CC21)C=2C=CC(=NC2)C(=O)NCC2=NC(=CC=C2)C2=C1CN(C(C1=CC=C2)=O)C2C(NC(CC2)=O)=O)CC 5-(8-(7-Acetyl-3-ethyl-5,6,7,8-tetrahydroimidazo[1,5-a]pyrazin-1-yl)isoquinolin-3-yl)-N-((6-(2-(2,6-dioxopiperidin-3-yl)-1-oxoisoindolin-4-yl)pyridin-2-yl)methyl)picolinamide